(2S,4R)-9-[(1-{[(2S)-4,4-dimethylmorpholin-4-ium-2-yl]acetyl}azetidin-3-yl)oxy]-5,5-dihydroxy-6-oxa-5-boranuidatricyclo[5.4.0.02,4]undeca-1(7),8,10-triene-8-carboxylic acid C[N+]1(C[C@@H](OCC1)CC(=O)N1CC(C1)OC1=C(C=2O[B-]([C@@H]3C[C@@H]3C2C=C1)(O)O)C(=O)O)C